5-chloro-2-Methylisothiazolin-3-one CN1C(=O)C=C(S1)Cl